C(C)(C)(C)C=1C(=C(C=C(C1)C(C)(C)C)[C@H]1[C@H](C1)C=CC(=CC(=O)O)C)OCC |r| (1RS,2RS)-5-[2-(3,5-di-tert-butyl-2-ethoxy-phenyl)-cyclopropyl]-3-methyl-penta-2,4-dienoic acid